iodo-uracil IC=1C(NC(NC1)=O)=O